m-hydroxycinnamic acid OC=1C=C(C=CC(=O)O)C=CC1